4-[2-(2-amino-1-hydroxyethyl)-1,3-thiazol-4-yl]-3-(2-methyl-6-phenylpyrimidin-4-yl)oxybenzonitrile NCC(O)C=1SC=C(N1)C1=C(C=C(C#N)C=C1)OC1=NC(=NC(=C1)C1=CC=CC=C1)C